tetrahydrodiazepinoindolinone N1C(CC2CCC3C(=C12)C=CC=NN3)=O